2-(4,6-dichloropyrimidine-5-yl)acetaldehyde ClC1=NC=NC(=C1CC=O)Cl